ClC1=NC=2C=CC3=C(C2C(=N1)C1=CC=CC=C1)C=CC=C3 3-chloro-1-phenylbenzo[f]quinazoline